8-methyl-2-(4-methylhexyl)decanoic acid CC(CCCCCC(C(=O)O)CCCC(CC)C)CC